C(C)OC(CN1N=C(C(=C1O)C)C1=CC=C(C=C1)S(N(C)C)(=O)=O)=O {3-[4-(dimethylsulfamoyl)phenyl]-5-hydroxy-4-methyl-1H-pyrazol-1-yl}acetic acid ethyl ester